(R)-N-(6-(3-(2-ethoxyphenoxy)piperidin-1-yl)pyrazin-2-yl)-3-phenylpropanamide C(C)OC1=C(O[C@H]2CN(CCC2)C2=CN=CC(=N2)NC(CCC2=CC=CC=C2)=O)C=CC=C1